FC(C(C)NC)(C=1C=CC2=C(C(=CO2)F)C1)F 1,1-difluoro-1-(3-fluorobenzofuran-5-yl)-N-methylpropan-2-amine